4-ethyl-oxetane C(C)C1CCO1